NC1=NC(=NC(=N1)N)C(CCCCCC)C(C1=C(N=C(N1)C1=CC=CC=C1)CO)O 1-(4,6-diamino-s-triazin-2-yl)heptyl-2-phenyl-4,5-dihydroxymethylimidazole